3-chloro-N-((2-(6-((cis)-2,6-dimethylmorpholino)pyridin-2-yl)-1,6-naphthyridin-7-yl)methyl)-4-methyl-5-(methylsulfonyl)benzamide ClC=1C=C(C(=O)NCC2=NC=C3C=CC(=NC3=C2)C2=NC(=CC=C2)N2C[C@@H](O[C@@H](C2)C)C)C=C(C1C)S(=O)(=O)C